3-(((7-(2-aminopyrimidin-4-yl)-2,3-dihydrofuro[3,2-c]pyridin-4-yl)amino)methyl)-N-(3-(methoxy-d3)propyl)benzamide NC1=NC=CC(=N1)C=1C2=C(C(=NC1)NCC=1C=C(C(=O)NCCCOC([2H])([2H])[2H])C=CC1)CCO2